((S)-1-propenoyl-4-(6-(2-fluoro-6-methoxyphenyl)-2-(((S)-1-methylpyrrolidin-2-yl)methoxy)-6,7-dihydro-5H-pyrrolo[3,4-d]pyrimidin-4-yl)piperazin-2-yl)acetonitrile C(C=C)(=O)N1[C@H](CN(CC1)C=1C2=C(N=C(N1)OC[C@H]1N(CCC1)C)CN(C2)C2=C(C=CC=C2OC)F)CC#N